C(C)[Si](C=C)(C=C)C ethylmethyldivinyl-silane